FC1=C(C=CC=2C(C3=C(SCC21)C=CC=C3)N3N2C(C(N1C3C3N(CC1)C(CC3)=O)=O)=C(C(C=C2)=O)O)F 14-(7,8-difluoro-6,11-dihydrodibenzo[b,e]thiepin-11-yl)-9-hydroxy-1,5,6,14,14a,14b-hexahydropyrido[2,1-f]-pyrrolo[2',1':3,4]pyrazino[2,1-c][1,2,4]triazine-3,8,10(2H)-trione